ClC1=CC=C(C=C1)C1CCC(CC1)C(=O)N1CC2(COC2)C1 [4-(4-chlorophenyl)cyclohexyl]-(2-oxa-6-azaspiro[3.3]heptan-6-yl)methanone